FC(C(=O)[O-])(F)F.FC(C(=O)[O-])(F)F.C(C1=CC=CC=C1)N1C=[N+](C=C1C(=O)N[NH3+])C [(3-benzyl-1-methylimidazol-1-ium-4-carbonyl)amino]-ammonium bistrifluoroacetate